naphtho[2,1-b]benzofuran-10-yl-boric acid C1=CC=CC=2C=CC=3OC4=C(C3C12)C=C(C=C4)OB(O)O